5-(4-Bromo-3-fluoro-5-{[(1S)-1-(piperidin-4-yl)ethyl]amino}phenyl)-1,3,4-oxadiazol-2(3H)-one BrC1=C(C=C(C=C1N[C@@H](C)C1CCNCC1)C1=NNC(O1)=O)F